C1(=CC=CC=C1)[C@H](C)NC([O-])=O ((S)-1-phenylethyl)carbamate